(4-(5-amino-2-methylphenyl)-6-(2-hydroxy-prop-2-yl)-[2,4'-bipyridyl]-2'-yl)acetamide NC=1C=CC(=C(C1)C1=CC(=NC(=C1)C(C)(C)O)C1=CC(=NC=C1)CC(=O)N)C